C(C)C1=C(C(=C(C(=N1)C(=O)O)C(=O)O)CC)C diethyl-5-methyl-2,3-pyridinedicarboxylic acid